rac-(3aR,6aR)-1-(3-phenylisoxazole-5-carbonyl)hexahydropyrrolo[3,4-b]pyrrole-5(1H)-carbonitrile C1(=CC=CC=C1)C1=NOC(=C1)C(=O)N1[C@@H]2[C@H](CC1)CN(C2)C#N |r|